Glyceryl Tripropionate CCC(=O)OCC(COC(=O)CC)OC(=O)CC